OC1=CC=C(C=C1)C1(CCS(CC1)(=O)=O)C1=CC=C(C=C1)O 4,4-bis(4-hydroxyphenyl)tetrahydro-2H-thiopyran 1,1-dioxide